FC1=CC2=CNCN=C2C=C1 6-fluoro-2,3-dihydroquinazolin